Methyl 2-((1-(3-fluoropyridin-2-yl) ethyl) ((6-(trifluoromethyl) pyridin-3-yl) methyl) amino)-2-oxoacetate FC=1C(=NC=CC1)C(C)N(C(C(=O)OC)=O)CC=1C=NC(=CC1)C(F)(F)F